CC(CCCC(=O)O)C.C(C)(=O)OCCC(C)C Isoamyl Acetate (3-methylbutyl acetate)